(1R,3R)-2,2-dichloro-N-(4-chloro-3-(1,2-dimethyl-2-phenylhydrazine-1-carbonyl)phenyl)-3-(3,4-dichlorophenyl)cyclopropane-1-carboxamide ClC1([C@H]([C@@H]1C1=CC(=C(C=C1)Cl)Cl)C(=O)NC1=CC(=C(C=C1)Cl)C(=O)N(N(C1=CC=CC=C1)C)C)Cl